C12(CC3CC(CC(C1)C3)C2)C2=CC=C(CN3CCN(CC3)CCSC3=C1C(N(C(=NC1=CC=C3)C)C3C(NC(CC3)=O)=O)=O)C=C2 3-(5-((2-(4-(4-((1s,3s)-adamantan-1-yl)benzyl)piperazin-1-yl)ethyl)thio)-2-methyl-4-oxoquinazolin-3(4H)-yl)piperidine-2,6-dione